4-(4-((3-(4-(1-(4-bromophenyl)ethyl)thiazol-2-yl)ureido)methyl)phenyl)piperazine BrC1=CC=C(C=C1)C(C)C=1N=C(SC1)NC(NCC1=CC=C(C=C1)N1CCNCC1)=O